Tert-butyl 3-(3-amino-2-chloro-5-cyanophenyl)-3,6-diazabicyclo[3.1.1]heptane-6-carboxylate NC=1C(=C(C=C(C1)C#N)N1CC2N(C(C1)C2)C(=O)OC(C)(C)C)Cl